ClC=1C=CC(=C(C1)C=1C(=CC(=CC1)C(N[C@H](CCC)C1=CC=CC=C1)=O)C(=O)O)C1=NC2=C(N1)C=CC(=C2)C(C)C 5'-chloro-4-{[(1R)-1-phenylbutyl]carbamoyl}-2'-[5-(propan-2-yl)-1H-1,3-benzodiazol-2-yl]-[1,1'-biphenyl]-2-carboxylic acid